7-(2-methoxyethoxy)tetrahydronaphthalen-1-one (R)-tert-butyl-2-(2-(2-isopropylphenyl)-4-(4-methoxybenzyl)piperazin-1-yl)-7-azaspiro[3.5]nonane-7-carboxylate C(C)(C)(C)OC(=O)N1CCC2(CC(C2)N2[C@@H](CN(CC2)CC2=CC=C(C=C2)OC)C2=C(C=CC=C2)C(C)C)CC1.COCCOC1=CCC2CCCC(C2=C1)=O